3-hydroxy-5-(1-phenyl-1H-pyrazol-4-yl)picolinic acid OC=1C(=NC=C(C1)C=1C=NN(C1)C1=CC=CC=C1)C(=O)O